3,4-diacetyloxy-phenyl-L-alanine C(C)(=O)OC=1C=C(C=CC1OC(C)=O)N[C@@H](C)C(=O)O